(2S)-3-(2-amino-6-chlorophenoxy)-2-(((tert-butoxy)carbonyl)amino)propionic acid NC1=C(OC[C@@H](C(=O)O)NC(=O)OC(C)(C)C)C(=CC=C1)Cl